FC1=CC=CC=2C(=N[C@H](C(NC21)=O)N2C(C=C1O[C@@H](CCN12)C)C=1C=NN(C1)C(C)C)C1=CC=CC=C1 (5R)-N-[(3S)-9-fluoro-2-oxo-5-phenyl-1,3-dihydro-1,4-benzodiazepin-3-yl]-5-methyl-2-(1-propan-2-ylpyrazol-4-yl)-6,7-dihydro-5H-pyrazolo[5,1-b][1,3]oxazine